ClC1=C(CC2=CC=C(O2)C(=O)N2CCN(CC2)CC2=NC3=C(N2C[C@H]2OCC2)C=C(C=C3)C(=O)O)C=CC(=C1)Cl (S)-2-((4-(5-(2,4-Dichlorobenzyl)furan-2-carbonyl)piperazin-1-yl)methyl)-1-(oxetan-2-ylmethyl)-1H-benzo[d]imidazole-6-carboxylic acid